3,4-diaminopyrazine NC1C=NC=CN1N